C(C)(C)(C)OC(=O)N1[C@@H](CC[C@@H]1C1=CC=CC=C1)C(=O)O (2s,5r)-1-(tert-butoxycarbonyl)-5-phenylpyrrolidine-2-carboxylic acid